2-(4-(1-azido-2-cyclobutylethyl)phenyl)-5-(difluoromethyl)-1,3,4-oxadiazole N(=[N+]=[N-])C(CC1CCC1)C1=CC=C(C=C1)C=1OC(=NN1)C(F)F